Cl.CN1C2CCC(C1C=1C=NC(=CC1)C1=CC=CC=C1)CC2 2-methyl-3-(6-phenyl-3-pyridyl)-2-azabicyclo[2.2.2]octane hydrochloride